N1(CCCCC1)C(=O)OC1=CC=CC=C1 phenyl 1-piperidinecarboxylate